bicyclo[4.2.0]oct-2-en-7-one C12C=CCCC2C(C1)=O